C1=CC(=CC=C1S(=O)C2=CC=C(C=C2)Cl)Cl 4,4'-dichloro diphenyl sulfoxide